FC=1C=CC2=C(CCO2)C1CNC1=NC=C(C=2N1C=C(N2)C#N)C=2C(=NC(=CC2)C=O)C 5-(((5-fluoro-2,3-dihydrobenzofuran-4-yl)methyl)amino)-8-(6-formyl-2-methylpyridin-3-yl)imidazo[1,2-c]pyrimidine-2-carbonitrile